4-[5-[(1S)-2-amino-1-hydroxyethyl]pyridin-2-yl]-3-[[4-(3-fluorophenyl)-2-methylimidazol-1-yl]methyl]benzonitrile NC[C@@H](O)C=1C=CC(=NC1)C1=C(C=C(C#N)C=C1)CN1C(=NC(=C1)C1=CC(=CC=C1)F)C